(1-((6-(tert-butyl)pyridin-3-yl)methyl)-1H-pyrazol-4-yl)methylamine hydrochloride Cl.C(C)(C)(C)C1=CC=C(C=N1)CN1N=CC(=C1)CN